3,3,5,5-tetramethyl-benzidine dithiobis[sulfosuccinimidyl-propionate] S(=O)(=O)(O)CC(C(=O)O)(SSC(C(=O)O)(CS(=O)(=O)O)N1C(CCC1=O)=O)N1C(CCC1=O)=O.CC1(CC(=CC(C1N)(C)C)C1=CC=C(N)C=C1)C